(bromomethyl)-2-phenylthiazole BrCC=1N=C(SC1)C1=CC=CC=C1